N-(4-(6-((cyclopropylmethyl)amino)-1H-pyrrolo[2,3-b]pyridin-4-yl)-2-fluorophenyl)ethanesulfonamide C1(CC1)CNC1=CC(=C2C(=N1)NC=C2)C2=CC(=C(C=C2)NS(=O)(=O)CC)F